1,5-dimethyl-2-naphthalenesulfonic acid CC1=C(C=CC2=C(C=CC=C12)C)S(=O)(=O)O